C(#N)C1=C(C(=O)NC=2C=C3C=4CC(CCC4NC3=CC2)CN(C)C)C=CC=C1 6-(2-cyanobenzoyl)amino-3-(dimethyl)aminomethyl-1,2,3,4-tetrahydro-9H-carbazole